4-((1S,2S)-2-(difluoromethyl)cyclopropyl)-2-(2,4-dimethoxypyrimidine-5-yl)imidazo[1,5-b]pyridazine FC([C@@H]1[C@H](C1)C=1C=2N(N=C(C1)C=1C(=NC(=NC1)OC)OC)C=NC2)F